C(C(C)C)OC1=CC=C(CNC(N(C2CCN(CC2)C)C)=O)C=C1 3-(4-isobutoxybenzyl)-1-methyl-1-(1-methylpiperidin-4-yl)urea